FC=1C=C(C=C(C1CN[C@H]1C(NCC1)=O)OC)C=1C(=C(C=CC1)C1=C(C(=CC=C1)NC(=O)C=1C(N(C(NC1)=O)C)=O)C)C (R)-N-(3''-fluoro-5''-methoxy-2,2'-dimethyl-4''-(((2-oxopyrrolidin-3-yl)amino)methyl)-[1,1':3',1''-terphenyl]-3-yl)-3-methyl-2,4-dioxo-1,2,3,4-tetrahydropyrimidine-5-carboxamide